CC1=C(C(NC(=C1)N1CCOCC1)=S)C#N 4-methyl-6-morpholino-2-thioxo-1,2-dihydropyridine-3-carbonitrile